difluoro-2-(2-(2-hydroxyethoxy)phenyl)acetamide FC(C(=O)N)(C1=C(C=CC=C1)OCCO)F